benzyl (1-(6-(2-chlorophenyl)-1-isobutyryl-1H-indol-3-yl)ethyl)(N,N-dimethylsulfamoyl)carbamate ClC1=C(C=CC=C1)C1=CC=C2C(=CN(C2=C1)C(C(C)C)=O)C(C)N(C(OCC1=CC=CC=C1)=O)S(N(C)C)(=O)=O